(2S)-1-((2R)-TETRAHYDRO-2-FURANYL)-5-HEXENE-2-SULFONAMIDE O1[C@H](CCC1)C[C@H](CCC=C)S(=O)(=O)N